CC1=C(C=CC=C1C)C=1C(N(C(N(C1)CC(N1CCC(CC1)N1C(NC2=C(CC1)C=CC=C2)=O)=O)=O)C)=O 5-(2,3-dimethyl-phenyl)-3-methyl-1-{2-oxo-2-[4-(2-oxo-1,2,4,5-tetrahydro-benzo[d][1,3]diazepin-3-yl)-piperidin-1-yl]-ethyl}-1H-pyrimidine-2,4-dione